ClC=1C(=NC(=NC1)NC1CCOCC1)C1=CC=C2CN(C(C2=C1)=O)CC(=O)N1CCC2=C(C(C1)O)C=CC=C2 6-{5-chloro-2-[(oxan-4-yl)amino]pyrimidin-4-yl}-2-[2-(1-hydroxy-2,3,4,5-tetrahydro-1H-3-benzazepin-3-yl)-2-oxoethyl]-2,3-dihydro-1H-isoindol-1-one